(4aR)-13-fluoro-10-methyl-2,3,4,4a,5,6,9,14-octahydro-1H,10H-pyrazino[1',2':5,6][1,5]oxazocino[2,3-g]quinoxalin-11(12H)-one hydrochloride Cl.FC=1C2=C(C=C3NC(C(NC13)=O)C)OCC[C@H]1N(C2)CCNC1